C[C@@H]1N(CCN(C1)C)C[C@@H](C)[C@H]1CC[C@H]2\C(\CCC[C@]12C)=C\C=C1C[C@H](C[C@@H](C1)O)O (1R,3R)-5-(2-((1R,3aS,7aR,E)-1-((S)-1-((S)-2,4-dimethylpiperazin-1-yl)propan-2-yl)-7a-methyl-octahydro-4H-inden-4-ylidene)ethylidene)cyclohexane-1,3-diol